C(CCC)N1C=2C(C(=C(C1=O)C(=O)NC(C)(C)C)O)=NN(C2)C 4-(1-butyl)-N-(tert-butyl)-4,5-dihydro-7-hydroxy-2-methyl-5-oxo-2H-pyrazolo[4,3-b]pyridin-6-carboxamide